COC[C@@H]1CC[C@]2(CCCN12)COC(C1=CC=CC=C1)(C1=CC=CC=C1)C1=CC=CC=C1 (3S,7aR)-3-(methoxymethyl)-7a-((trityloxy)methyl)hexahydro-1H-pyrrolizine